C12(CC3CC(CC(C1)C3)C2)NC(=O)C2=NC=CC(=C2)C2=CC=CC=C2 N-(adamantan-1-yl)-4-phenylpyridineamide